FC1=CC(=CC2=C1NC(C(C1C2C1)I)=O)F trans-5,7-difluoro-2-iodo-1,1a,2,8b-tetrahydrobenzo[b]cycloprop[d]azepin-3(4H)-one